1-(4-(8-(tert-butyl)-3-hydroxy-6,7-dihydro-5H-benzo[7]annulen-9-yl)phenyl)piperidine-4-carbaldehyde C(C)(C)(C)C=1CCCC2=C(C1C1=CC=C(C=C1)N1CCC(CC1)C=O)C=CC(=C2)O